O=C1NC(CCC1C=1C=C(C=O)C=CC1)=O 3-(2,6-dioxo-3-piperidyl)benzaldehyde